methyl-5-(3-methylmorpholino)pyridazine-3-carbonitrile CC1=C(N=NC=C1N1C(COCC1)C)C#N